P(=O)(O)(O)O.NC1=CC=CC=2N=C(NC21)N bisaminobenzimidazole phosphate